3,5-bis(9H-carbazol-9-yl)biphenyl tert-Butyl-((R)-1-(4-((R)-3-(4-fluorophenyl)pyrrolidine-1-carbonyl)phenoxy)-3-(2H-tetrazol-2-yl)propan-2-yl)carbamate C(C)(C)(C)N(C(O)=O)[C@@H](COC1=CC=C(C=C1)C(=O)N1C[C@H](CC1)C1=CC=C(C=C1)F)CN1N=CN=N1.C1=CC=CC=2C3=CC=CC=C3N(C12)C=1C=C(C=C(C1)N1C2=CC=CC=C2C=2C=CC=CC12)C1=CC=CC=C1